C(CCC)OC1=CC=C(C=C1)S(=O)(=O)C=1C=NC2=CC=C(C=C2C1N1CCC(CC1)N1CCN(CC1)C1=CC=C(C=C1)F)SC 3-((4-butoxyphenyl)sulfonyl)-4-(4-(4-(4-fluorophenyl)piperazin-1-yl)piperidin-1-yl)-6-(methylthio)quinoline